1-(4-Hydroxy-3-{2-[4-(trifluoromethoxy)phenyl]-6-oxa-2,9-diazaspiro[4.5]decan-9-yl}butanoyl)imidazolidin-4-one OCC(CC(=O)N1CNC(C1)=O)N1CCOC2(CCN(C2)C2=CC=C(C=C2)OC(F)(F)F)C1